ClC=1C=C(C=CC1)C=1OC(=CN1)[C@]1(C(N(CC1)C)=O)O (R,S)-3-(2-(3-chlorophenyl)oxazol-5-yl)-3-hydroxy-1-methylpyrrolidin-2-one